(S)-2-(1-aminoethyl)-5-((2,3-dihydropyrazolo[5,1-b]oxazol-6-yl)ethynyl)-6-fluoro-3-Phenylquinazolin-4(3H)-one N[C@@H](C)C1=NC2=CC=C(C(=C2C(N1C1=CC=CC=C1)=O)C#CC1=NN2C(OCC2)=C1)F